C1(C=2C(C(N1CCCCCCCC(=O)O)=O)=CC=CC2)=O 8-(phthalimido)caprylic acid